C(#N)CC1CCC(CC1)N1C(=NC=2C1=C1C(=NC2)NC=C1)/N=N/C=1C=CC(=C(C(=O)O)C1)O 5-((E)-(1-((1R,4R)-4-(cyanomethyl)cyclohexyl)-1,6-dihydroimidazo[4,5-d]pyrrolo[2,3-b]pyridin-2-yl)diazenyl)-2-hydroxybenzoic acid